N-(1-((S)-1-(2-((1R,5S)-2-oxo-3-azabicyclo[3.1.0]hexan-3-yl)pyrimidin-5-yl)ethyl)-1H-pyrazol-4-yl)pyrazine-2-carboxamide O=C1[C@@H]2C[C@@H]2CN1C1=NC=C(C=N1)[C@H](C)N1N=CC(=C1)NC(=O)C1=NC=CN=C1